ClC1=C2C(=CN=C1)N(N=C2NC(C(C)C)=O)CC2=CC=C(C=C2)C(F)(F)F N-(4-chloro-1-(4-(trifluoro-methyl)benzyl)-1H-pyrazolo[3,4-c]pyridin-3-yl)isobutyramide